C(C)OC1=C(C(N(C=C1)C1=CC=CC=C1)=O)C(=O)NC1=CC(=C(C=C1)OC1=C2C(=NC=C1)C=C(S2)C2=NC=C(C=C2)CNCCOC)F 4-ethoxy-N-(3-fluoro-4-{[2-(5-{[(2-methoxyethyl)amino]methyl}pyridin-2-yl)thieno[3,2-b]pyridin-7-yl]oxy}phenyl)-2-oxo-1-phenyl-1,2-dihydropyridine-3-carboxamide